oxypropylene-glyceryl ether O1CC(C)C(C(O)CO)O1